C(CCCCCCCCCCCCCCC(C)C)N(CCS(=O)(=O)O)C.[Na] sodium N-isostearyl-methyltaurine